C[C@@H]1NCCN[C@H]1C (2S,3S)-2,3-dimethylpiperazine